C(#CCCCCCCCC)C1C(=O)OC(C1)=O decaynylsuccinic anhydride